N-(((2S,5R)-6-(phenylmethyloxy)-7-oxo-1,6-diazabicyclo[3.2.1]oct-2-yl)(imino)methyl)benzamide C1(=CC=CC=C1)CON1[C@@H]2CC[C@H](N(C1=O)C2)C(NC(C2=CC=CC=C2)=O)=N